N[C@@H](CC)CC(C)C (S)-3-amino-5-methylhexan